COC1=C(C(NC(=C1)C)=O)CNC(=O)C=1C(=C(N2C=CC(=C2C1)C1=CC=NN1)C(C)OCC=1SC=CN1)C N-((4-methoxy-6-methyl-2-oxo-1,2-dihydropyridin-3-yl)methyl)-6-methyl-1-(1H-pyrazol-5-yl)-5-(1-(thiazol-2-ylmethoxy)ethyl)indolizine-7-carboxamide